COC1=CC=C(C=C1)C1=NN2C(=NC3=C(C=CC=C3C2=N1)C(=O)OC(C)C)N[C@H]1C(NCCCC1)=O propan-2-yl 2-(4-methoxyphenyl)-5-{[(3R)-2-oxoazepan-3-yl]amino}[1,2,4]triazolo[1,5-c]quinazoline-7-carboxylate